C1(=CC=CC=C1)C(C1=CC=CC=C1)=C(C1=CC=CC=C1)[Zr](CC1=CC=CC=C1)(C1=CC=CC=2C3=CC=CC=C3CC12)C1C=CC=C1 diphenylmethylene(cyclopentadienyl)(fluorenyl)dibenzyl-zirconium